S1C(=CC=C1)CN(C(=O)N(CCC(=O)N(CC=1SC=CC1)CC=1SC=CC1)CCCC)CC=1SC=CC1 3-{[bis(2-thienylmethyl)carbamoyl](butyl)amino}-N,N-bis(2-thienylmethyl)propanamide